4-(7-fluoro-imidazo[1,2-a]pyridin-3-yl)-7-((6-(((R)-3-fluoro-pyrrolidin-1-yl)methyl)-5-((S)-tetrahydrofuran-3-yl)pyridin-2-yl)amino)isoindolin-1-one FC1=CC=2N(C=C1)C(=CN2)C2=C1CNC(C1=C(C=C2)NC2=NC(=C(C=C2)[C@H]2COCC2)CN2C[C@@H](CC2)F)=O